3-amino-6-chloro-5-(4-iodobenzylamino)pyrazine-2-carboxylic acid NC=1C(=NC(=C(N1)NCC1=CC=C(C=C1)I)Cl)C(=O)O